2-(5-methoxy-2,3-dihydro-1H-inden-1-yl)acetonitrile COC=1C=C2CCC(C2=CC1)CC#N